7-chloro-3-(thiazol-5-yl)-3,4-dihydroacridine-1,9(2H,10H)-dione ClC1=CC=C2NC=3CC(CC(C3C(C2=C1)=O)=O)C1=CN=CS1